COC(C1=CC(=C(C=C1)[N+](=O)[O-])N1C(=NC=C1)C)=O 3-(2-methyl-1H-imidazol-1-yl)-4-nitrobenzoic acid methyl ester